FC1=CC=C(C=C1)CC(=O)N1C2=C(OCC1)C(=CN=C2)C2=CC=C(C=C2)C#N 4-(4-(2-(4-Fluorophenyl)acetyl)-3,4-dihydro-2H-pyrido[4,3-b][1,4]oxazin-8-yl)benzeneNitrile